C(C)(=O)N1[C@@H](CCC1)C(=O)N[C@@H](CC/C=C/C(=O)OC)C(=O)NC=1C(N(C=CC1)CC(=O)NC1C2CC3CC(CC1C3)C2)=O (S,E)-methyl 6-((S)-1-acetylpyrrolidine-2-carboxamido)-7-(1-(2-(2-adamantylamino)-2-oxoethyl)-2-oxo-1,2-dihydropyridin-3-ylamino)-7-oxohept-2-enoate